1-Hydroxy-4-methoxy-4-oxobut-2-ene-1-sulfinic acid OC(C=CC(=O)OC)S(=O)O